2-chloro-N-[[7-[4-(trifluoromethoxy)phenyl]thiazolo[5,4-d]pyrimidin-5-yl]methyl]acetamide ClCC(=O)NCC=1N=C(C2=C(N1)SC=N2)C2=CC=C(C=C2)OC(F)(F)F